N-(4-((2,6-dioxopiperidin-3-yl)amino)phenyl)-3-fluoro-4-(piperidin-1-ylmethyl)benzamide O=C1NC(CCC1NC1=CC=C(C=C1)NC(C1=CC(=C(C=C1)CN1CCCCC1)F)=O)=O